N2-((1R,4R)-4-aminocyclohexyl)-N4-(5-cyclopropyl-1-methyl-1H-pyrazol-3-yl)-N2-methylpyrimidine-2,4-diamine NC1CCC(CC1)N(C1=NC=CC(=N1)NC1=NN(C(=C1)C1CC1)C)C